4'-chloro-2'-methyl-[1,1'-biphenyl]-4-carbaldehyde ClC1=CC(=C(C=C1)C1=CC=C(C=C1)C=O)C